C1(CCCC1)C1=CC(=C(C(=C1)F)NC(C1=C(C=CC(=C1)[N+](=O)[O-])SC1=NN=NN1C)=O)F N-(4-cyclopentyl-2,6-difluorophenyl)-2-[(1-methyl-1H-1,2,3,4-tetrazol-5-yl)sulfanyl]-5-nitrobenzamide